The molecule is a cembrane diterpenoid isolated from Sinularia gibberosa and has been shown to exhibit antineoplastic activity. It has a role as a metabolite and an antineoplastic agent. It is a gamma-lactone, a cembrane diterpenoid, an epoxide, a macrocycle and a secondary alcohol. C/C/1=C\\CC[C@@]2([C@@H](O2)C[C@H]3[C@H]([C@@H](/C(=C/CC1)/C)O)OC(=O)C3=C)C